6-Azaspiro[3.4]octan-1-yl-(7-fluoro-6-(8-methyl-2,3-dihydro-1H-pyrido[2,3-b][1,4]oxazin-7-yl)isochinolin-3-yl)carbamat C1(CCC12CNCC2)OC(NC=2N=CC1=CC(=C(C=C1C2)C2=C(C1=C(OCCN1)N=C2)C)F)=O